2-(3-aminopropylamino)-ethyl mercaptan phosphate P(=O)(O)(O)O.NCCCNCCS